Dichlorotriazinamine ClC1=C(C(=NN=N1)N)Cl